C1(=CC=CC=C1)N1C(N=C(N=C1C1=CC=CC=C1)C1=CC=CC=C1)=O 1,4,6-triphenyl-1,3,5-triazin-2-one